4-((4-(4,4-difluoropiperidin-1-yl)phenyl)thio)-1H-1,2,3-triazole-5-carboxylic acid FC1(CCN(CC1)C1=CC=C(C=C1)SC=1N=NNC1C(=O)O)F